FC=1C=C(C=CC1)N1CCC2(OCCO2)CC1 8-(3-fluorophenyl)-1,4-dioxa-8-azaspiro[4.5]decane